(2S)-3-[5-(3,4-difluorophenyl)-6-isopropyl-1H-pyrrolo[2,3-f]indazol-7-yl]-2-methoxy-propanoic acid FC=1C=C(C=CC1F)N1C(=C(C2=C1C=C1C=NNC1=C2)C[C@@H](C(=O)O)OC)C(C)C